BrCC=1C=C(COC=2C=C(C=CC2)CO)C=C(C1)OC (3-((3-(bromomethyl)-5-methoxybenzyl)oxy)phenyl)methanol